O(C1=CC=CC=C1)C=1C=C(C=CC1)C=CC(=O)N1C(OC2(CC2)C1C1=CC=CC=C1)=O 6-(3-(3-phenoxyphenyl)acryloyl)-7-phenyl-4-oxa-6-azaspiro[2.4]heptane-5-one